2-(methacryloxy)ethyl succinate C(CCC(=O)[O-])(=O)OCCOC(C(=C)C)=O